tert-butyl 4-((1r,3r)-3-(4-(3-(7-amino-2-(2-hydroxyphenyl)imidazo[1,2-a]pyrimidin-6-yl)prop-2-yn-1-yl)piperidin-1-yl)cyclobutoxy)piperidine-1-carboxylate NC1=NC=2N(C=C1C#CCC1CCN(CC1)C1CC(C1)OC1CCN(CC1)C(=O)OC(C)(C)C)C=C(N2)C2=C(C=CC=C2)O